O=C1N(CCC(N1)=O)C=1C=C2C(=NC1)N(C=C2C)[C@@H]2[C@H](CN(CC2)CC2CCN(CC2)C(=O)OC(C)(C)C)F tert-Butyl 4-(((3S,4S)-4-(5-(2,4-dioxotetrahydropyrimidin-1(2H)-yl)-3-methyl-1H-pyrrolo[2,3-b]pyridin-1-yl)-3-fluoropiperidin-1-yl)methyl)piperidine-1-carboxylate